C(#N)CC(=O)N1C[C@@H](CCC1)OC1=NC=C(C2=CC(=C(C=C12)OC(C)C)C(=O)N)C#CC1(CCCC1)O (R)-1-((1-(2-cyanoacetyl)piperidin-3-yl)oxy)-4-((1-hydroxycyclopentyl)ethynyl)-7-isopropoxyisoquinoline-6-carboxamide